ClC1=CC(=C(C=C1)C1CCN(CC1)C=1C(=NN(C1)S(=O)(=O)C1=C(C=CC=C1)S(=O)(=O)N(C)C)C)F ((4-(4-(4-chloro-2-fluorophenyl)piperidin-1-yl)-3-methyl-1H-pyrazol-1-yl)sulfonyl)-N,N-dimethylbenzenesulfonamide